NC1=C(C=CC=C1)C1=C(C=CC=C1)N 2,2'-diaminobiphenyl